C[C@@H]1N(CC1)C=1N=C(C2=C(N1)CCC2)C2=CC=C(C=N2)C(=O)N 6-[2-[(2S)-2-methylazetidin-1-yl]-6,7-dihydro-5H-cyclopenta[d]pyrimidin-4-yl]pyridine-3-carboxamide